Tert-butyl-(E)-3-(7-oxo-5,6,7,8-tetrahydro-1,8-naphthyridin-3-yl)acrylate C(C)(C)(C)OC(\C=C\C=1C=NC=2NC(CCC2C1)=O)=O